1-(methylsulfonyl)-N-((2-phenyl-1,6-naphthyridin-7-yl)methyl)-1H-pyrrole-3-carboxamide CS(=O)(=O)N1C=C(C=C1)C(=O)NCC1=NC=C2C=CC(=NC2=C1)C1=CC=CC=C1